C(CCCCCCCCCC)S n-undecyl mercaptan